2-Propanyl 4-[(5aR,6S,7R,8aS)-6-({[dimethyl(2-methyl-2-propanyl)silyl]oxy}methyl)-7-(tetrahydro-2H-pyran-2-yloxy)-5,5a,6,7,8,8a-hexahydro-2H-cyclopenta[b]oxepin-3-yl]butanoate C[Si](OC[C@H]1[C@@H](C[C@@H]2OCC(=CC[C@@H]21)CCCC(=O)OC(C)C)OC2OCCCC2)(C(C)(C)C)C